[Br-].COC(C[Zn+])=O (2-methoxy-2-oxoethyl)zinc (II) bromide